P(O)(O)(=S)O[C@H]1[C@H]([C@@H](O[C@@H]1CO)N1C=NC=2C(N)=NC=NC12)OOC 2'-O-methoxyadenosine-3'-phosphorothioate